FC=1C=C2C(=NC1C1=CC=C(C=C1)C1=CC=C(C=C1)CN1CCN(CC1)CCOCCO)N=C(N2)OC=2C=CC(=C(C(=O)OC)C2)C methyl 5-((6-fluoro-5-(4'-((4-(2-(2-hydroxyethoxy)ethyl)piperazin-1-yl)methyl)-[1,1'-biphenyl]-4-yl)-1H-imidazo[4,5-b]pyridin-2-yl)oxy)-2-methylbenzoate